2'-(2-(2-hydroxypropan-2-yl)pyrimidin-5-yl)-6',8'-dihydrospiro[indene-1,9'-pyrido[3',2':4,5]imidazo[2,1-c][1,4]oxazin]-3(2H)-one OC(C)(C)C1=NC=C(C=N1)C=1C=CC=2N=C3COCC4(N3C2N1)CC(C1=CC=CC=C14)=O